C(C1=CC=CC=C1)OC=1C(C=CN2NCN(C(C21)=O)CC2=CC(=CC=C2)F)=O 5-(benzyloxy)-3-(3-fluorobenzyl)-2,3-dihydro-1H-pyrido[2,1-f][1,2,4]triazine-4,6-dione